C(=O)O.ClC1=C(C(=O)N[C@H](C(N[C@@H]2CNCC2)=O)C)C=CC(=C1)NC=1C=2N(C=CN1)C(=CN2)C=2C(=NNC2)C(F)(F)F 2-chloro-N-[(2S)-1-oxo-1-[[(3S)-pyrrolidin-3-yl]amino]propan-2-yl]-4-[[3-[3-(trifluoromethyl)-1H-pyrazol-4-yl]imidazo[1,2-a]pyrazin-8-yl]amino]benzamide formate